C(C)(C)(C)OC(=O)N1CCN(CC1)CC1N(CCC2=CC=CC=C12)C(=O)O [4-(tert-butoxycarbonyl)piperazine-1-yl]Methyl-3,4-dihydroisoquinoline-2(1H)-carboxylic acid